COC(C1=CC(=CC(=C1)CO)F)=O 3-fluoro-5-(hydroxymethyl)benzoic acid methyl ester